(1R,2R)-2-((4-(pyrazin-2-yl)phenyl)carbamoyl)cyclopropane-1-carboxylate N1=C(C=NC=C1)C1=CC=C(C=C1)NC(=O)[C@H]1[C@@H](C1)C(=O)[O-]